6-methoxy-1-methyl-4-[4-(5-methyl-1,3-benzooxazol-2-yl)piperidin-1-yl]-2-oxo-7-{[(3S)-oxolane-3-yl]oxy}-1,2-dihydroquinoline-3-carbonitrile COC=1C=C2C(=C(C(N(C2=CC1O[C@@H]1COCC1)C)=O)C#N)N1CCC(CC1)C=1OC2=C(N1)C=C(C=C2)C